ClC=1C(=NC=C(C1)C1=NOC(C1)CCC)C1S\C(\SC1)=C(/C#N)\N1C=NC=C1 (E)-2-{4-[3-chloro-5-(5-propyl-4,5-dihydroisoxazol-3-yl)pyridin-2-yl]-1,3-dithiolan-2-ylidene}-2-(1H-imidazol-1-yl)acetonitrile